C1(CCCCC1)CN1C(=NOC1=O)CC1CCC(CC1)(F)F 4-(cyclohexylmethyl)-3-[(4,4-difluorocyclohexyl)methyl]-4,5-dihydro-1,2,4-oxadiazol-5-one